acryl-urea C(=O)(C=C)NC(=O)N